Cl.CC=1OC2=C(C1CNC)C=CC=C2OC2=CC=C(C#N)C=C2 4-((2-methyl-3-((methylamino)methyl)benzofuran-7-yl)oxy)benzonitrile hydrochloride